4-((5-(3,3-dimethyl-2-oxoindolin-1-yl)pyridin-3-yl)methyl)phthalazin CC1(C(N(C2=CC=CC=C12)C=1C=C(C=NC1)CC1=NN=CC2=CC=CC=C12)=O)C